O=C1NC(CCC1N1C(C2=CC=C(C=C2C1=O)NCCCCCCN1N=CC(=C1)C1=NC2=C(C=CC=C2N=C1)OC)=O)=O (2,6-Dioxopiperidin-3-yl)-5-((6-(4-(8-methoxyquinoxalin-2-yl)-1H-pyrazol-1-yl)hexyl)amino)isoindoline-1,3-dione